2,4-dichloro-6-(bis(3-trimethoxysilylpropyl)amino)-1,3,5-triazine ClC1=NC(=NC(=N1)Cl)N(CCC[Si](OC)(OC)OC)CCC[Si](OC)(OC)OC